3-(6-(2-hydroxyethyl)-2-methylpyridin-3-yl)piperidine-2,6-dione OCCC1=CC=C(C(=N1)C)C1C(NC(CC1)=O)=O